(4s,5s,6s)-1-(2,2-difluorospiro[3.3]hept-6-yl)-5,6-difluoro-3-(trifluoromethyl)-5,6-dihydro-4H-cyclopenta[c]pyrazol-4-ol FC1(CC2(C1)CC(C2)N2N=C(C1=C2[C@@H]([C@H]([C@H]1O)F)F)C(F)(F)F)F